P(O)(O)(O)=S=CCCCCCCCC*.ClCCNS(=O)(=O)C1=CC=C(C=C1)OC(F)(F)F N-(2-chloroethyl)-4-(trifluoromethoxy)benzenesulfonamide hexamethylenetrimethylenephosphorothioate